FC1=C(C=CC(=C1)OC1=CC(=NC=C1)N1N=C(C=C1)OC)NC=1C2=C(N=CN1)NC=C2C2CCN(CC2)C(C=C)=O 1-(4-(4-((2-fluoro-4-((2-(3-methoxy-1H-pyrazol-1-yl)pyridin-4-yl)oxy)phenyl)amino)-7H-pyrrolo[2,3-d]pyrimidin-5-yl)piperidin-1-yl)prop-2-en-1-one